CC1=C(C=C(C=C1)C1=NN=C(N1)C1=CC=CC=C1)S(=O)(=O)NC1CCC2(OCCO2)CC1 2-methyl-5-(5-phenyl-4H-1,2,4-triazol-3-yl)-N-(1,4-dioxaspiro[4.5]dec-8-yl)benzenesulfonamide